(Z)-2-cyano-3-hydroxy-3-(5-methylisoxazol-4-yl)-N-(4-phenoxyphenyl)acrylamide C(#N)/C(/C(=O)NC1=CC=C(C=C1)OC1=CC=CC=C1)=C(\C=1C=NOC1C)/O